ClC=1C(=C(C=CC1Cl)O)[C@@H]1CC2=NN=C(N2C1)CC (S)-3,4-dichloro-2-(3-ethyl-6,7-dihydro-5H-pyrrolo[2,1-c][1,2,4]triazol-6-yl)phenol